N-[(1R,3s,5S)-1,5-Dimethyl-8-azabicyclo[3.2.1]octan-3-yl]-5-(1,3-dimethylpyrrolo[1,2-a]pyrazin-7-yl)-N-methyl[1,3]thiazolo[5,4-d]pyrimidin-2-amin C[C@]12CC(C[C@](CC1)(N2)C)N(C=2SC=1N=C(N=CC1N2)C=2C=C1N(C=C(N=C1C)C)C2)C